2-((benzyloxy)methyl)-5-chloro-3-(tetrahydro-2H-pyran-2-yl)-3H-imidazo[4,5-b]pyridin C(C1=CC=CC=C1)OCC1=NC=2C(=NC(=CC2)Cl)N1C1OCCCC1